tert-butyl (R)-(4-(2-(2-aminothiazol-4-yl)pyrrolidin-1-yl)benzyl)(methyl)carbamate NC=1SC=C(N1)[C@@H]1N(CCC1)C1=CC=C(CN(C(OC(C)(C)C)=O)C)C=C1